4-Chloro-6-methyl-2-[[2-(trifluoromethyl)-4-pyridyl]methyl]pyrimidine ClC1=NC(=NC(=C1)C)CC1=CC(=NC=C1)C(F)(F)F